methyl 1-benzyl-4-phenyl-1,4-dihydropyridine-3,5-dicarboxylate C(C1=CC=CC=C1)N1C=C(C(C(=C1)C(=O)[O-])C1=CC=CC=C1)C(=O)OC